COC(C1=CC=C2C3(CC(N(C2=N1)C(=O)OCC1=CC=CC=C1)C3)N(C(=O)C=3C=NN(C3)C)C)OC benzyl 7-(dimethoxymethyl)-4-(N,1-dimethyl-1H-pyrazole-4-carboxamido)-3,4-dihydro-2,4-methylene-1,8-naphthyridine-1(2H)-carboxylate